[N+](=O)([O-])[O-].C1(=CC=CC=C1)P(C1=CC=CC=C1)C1=CC=CC=C1.C1(=CC=CC=C1)P(C1=CC=CC=C1)C1=CC=CC=C1.[Cu+2].[N+](=O)([O-])[O-] copper (II) bis(triphenylphosphine) nitrate